Cl.N1(CCNCC1)C1=NOC2=C1C=CC=C2 3-(piperazin-1-yl)benzo[d]isoxazole hydrochloride